3-(3,5-dichloro-2-fluoro-4-(4-hydroxy-3-isopropylbenzyl)phenyl)-N-methylpropanamide ClC=1C(=C(C=C(C1CC1=CC(=C(C=C1)O)C(C)C)Cl)CCC(=O)NC)F